7-bromo-4-chloro-1-(1-(4-cyclopropylphenyl)ethyl)-1H-benzo[d][1,2,3]triazole BrC1=CC=C(C2=C1N(N=N2)C(C)C2=CC=C(C=C2)C2CC2)Cl